5-Bromo-3-fluoro-2-pyridinecarbonitrile BrC=1C=C(C(=NC1)C#N)F